BrC(C(=O)OCC)C1=C(C(=CC=C1)C)C1CCC(CC1)OC(C(F)(F)F)C ethyl 2-bromo-2-(3-methyl-2-((1r,4r)-4-((1,1,1-trifluoropropan-2-yl)oxy)cyclohexyl)phenyl)acetate